S(=O)(OC1C(CCCC1)OC1=CC=CC=C1)[O-] 2-phenoxycyclohexyl sulfite